ClC=1C=C(C=C(C1)Cl)C1=NC(=CC(=C1)CN1CCC(CC1)CC(=O)O)OC=1C=NC(=NC1)N1CCN(CC1)CC(CO)O 2-(1-((2-(3,5-dichloro-phenyl)-6-((2-(4-(2,3-dihydroxypropyl)piperazin-1-yl)pyrimidin-5-yl)oxy)pyridin-4-yl)methyl)piperidin-4-yl)acetic acid